C(C)(C)OCCCN(C(=S)NOCC)C(=O)NC(=S)N N-isopropoxypropyl-N'-ethoxycarbonyl-dithiourea